NC1=NC=CC(=C1Cl)SC=1C=2C(C(=NC1)N1CCC(CC1)(C)NC(OC(C)(C)C)=O)=NSN2 tert-butyl (1-(7-((2-amino-3-chloropyridin-4-yl)thio)-[1,2,5]thiadiazolo[3,4-c]pyridin-4-yl)-4-methylpiperidin-4-yl)carbamate